SC1=NC=NC(=N1)S 4,6-dimercapto-s-triazine